bis-benzyliden-oxalic acid dihydrazide C(C1=CC=CC=C1)=NNC(C(=O)NN=CC1=CC=CC=C1)=O